(2,4-di-t-butylphenyl) biphenyl-diphosphonite C1(=C(C(=CC=C1)P([O-])[O-])P(OC1=C(C=C(C=C1)C(C)(C)C)C(C)(C)C)[O-])C1=CC=CC=C1